(7-((1r,4r)-4-(2-fluoro-6-methylphenyl)cyclohexyl)-6-oxo-5-((3-(trifluoromethyl)pyridin-2-yl)methyl)-5,6-dihydropyrido[2,3-b]pyrazin-3-yl)boronic acid FC1=C(C(=CC=C1)C)C1CCC(CC1)C1=CC=2C(=NC(=CN2)B(O)O)N(C1=O)CC1=NC=CC=C1C(F)(F)F